C(N)(OCC(C1=CC=C(C=C1)C(F)(F)F)(N1[C@@H](CN([C@H](C1)C)C=1C2=C(N(C(N1)=O)C)C=CC(=N2)C#N)CC)C)=O (methyl 2-((2R,5S)-4-(6-cyano-1-methyl-2-oxo-1,2-dihydropyrido[3,2-d]pyrimidin-4-yl)-2-ethyl-5-methylpiperazin-1-yl)-2-(4-(trifluoromethyl) phenyl) ethyl) carbamate